O=C1NC(CCC1N1C(N(C2=C1C=CC(=C2)C#CCCCCC(=O)O)C)=O)=O 7-(1-(2,6-dioxopiperidin-3-yl)-3-methyl-2-oxo-2,3-dihydro-1H-benzo[d]imidazol-5-yl)hept-6-ynoic acid